CC(C)(OC(NCCOCCOCCOCCOCC(=O)OCC=O)=O)C 2-oxoethyl 2,2-dimethyl-4-oxo-3,8,11,14,17-pentaoxa-5-azanonadecan-19-oate